NC1=C(C=C(C=C1Br)F)C1=CC(=C(C=C1)N1C(N(C=C1)C)=O)Cl 1-(2'-amino-3'-bromo-3-chloro-5'-fluoro-[1,1'-biphenyl]-4-yl)-3-methyl-1,3-dihydro-2H-imidazol-2-one